tetraethyl((3,8-dibromoindolo[2,3-a]carbazole-11,12-diyl)bis(butane-4,1-diyl))bis(phosphonate) C(C)OP(OCC)(=O)CCCCN1C=2C=CC(=CC2C=2C1=C1N(C3=CC=C(C=C3C1=CC2)Br)CCCCP(OCC)(OCC)=O)Br